5,15-bis(2,6-dihexyloxyphenyl)-10,20-bis(4-aminophenylethynyl)porphyrin C(CCCCC)OC1=C(C(=CC=C1)OCCCCCC)C=1C2=CC=C(N2)C(=C2C=CC(C(=C3C=CC(=C(C=4C=CC1N4)C#CC4=CC=C(C=C4)N)N3)C3=C(C=CC=C3OCCCCCC)OCCCCCC)=N2)C#CC2=CC=C(C=C2)N